7-ethyl-1,4-nonanediol C(C)C(CCC(CCCO)O)CC